tert-butyl N-[2-(1-methylpyrazol-4-yl)-2-oxo-ethyl]-N-(1-phenylethyl)carbamate CN1N=CC(=C1)C(CN(C(OC(C)(C)C)=O)C(C)C1=CC=CC=C1)=O